1-Nonyl-1-butylpyrrolidinium methansulfonat CS(=O)(=O)[O-].C(CCCCCCCC)[N+]1(CCCC1)CCCC